6-(4-hydroxybenzyl)-6,7-dihydro-5H-pyrrolo[3,4-b]pyridin-5-one OC1=CC=C(CN2CC3=NC=CC=C3C2=O)C=C1